BrC1=CC(=C2C=C(N(C2=C1)C1CCC1)C(=O)O)Cl 6-Bromo-4-chloro-1-cyclobutyl-1H-indole-2-carboxylic acid